4-[(2R)-2-methylmorpholin-4-yl]-2-[(2R)-2-(2-pyridylmethyl)azepan-1-yl]-1H-pyrimidin-6-one C[C@@H]1CN(CCO1)C=1N=C(NC(C1)=O)N1[C@H](CCCCC1)CC1=NC=CC=C1